C(C)C1=CC=C2C=NN(C2=C1NS(=O)(=O)C=1C=NN(C1)C1=CC(=NC=C1)C)C N-(6-ETHYL-1-METHYL-1H-INDAZOL-7-YL)-1-(2-METHYLPYRIDIN-4-YL)-1H-PYRAZOLE-4-SULFONAMIDE